(6R)-6-({7-bromo-2-[1-(cyclobutylmethyl)-1H-pyrazol-4-yl][1,2,4]triazolo[1,5-c]quinazolin-5-yl}amino)-1,4-diazepin-5-one BrC1=CC=CC=2C=3N(C(=NC12)NC=1C(N=CC=NC1)=O)N=C(N3)C=3C=NN(C3)CC3CCC3